CN1CCN(CC1)CCC1CCNCC1 4-[2-(4-methylpiperazin-1-yl)ethyl]piperidine